(S)-2-(4-isopropyl-5-(8-methoxy-[1,2,4]triazolo[1,5-a]pyridin-6-yl)-1H-pyrazol-3-yl)-5-(2-methyl-4-(2-(methylsulfonyl)ethyl)piperazin-1-yl)thiazole C(C)(C)C=1C(=NNC1C=1C=C(C=2N(C1)N=CN2)OC)C=2SC(=CN2)N2[C@H](CN(CC2)CCS(=O)(=O)C)C